BrC1=CC(=C(C(=C1)C)N1CCN(CC1)C([2H])([2H])[2H])C 1-(4-bromo-2,6-dimethylphenyl)-4-(methyl-d3)piperazine